CS(=O)(=O)OCCOCCOCCOC1=CC=C(C=C1)\C=C\C1=CC=C(C=C1)NCC(=O)OC(C)(C)C 2-[2-(2-{4-[(E)-2-{4-[tertiary butoxycarbonylmethylamino]-phenyl}-vinyl]-phenoxy}-ethoxy)-ethoxy]-ethyl methanesulfonate